C(#N)C=1C(=NC(=C(C1CC)C#N)N1C2CN(C(C1)C2)C)SC(C(=O)N)C2=CC=CC=C2 2-((3,5-dicyano-4-ethyl-6-(5-methyl-2,5-diazabicyclo[2.2.1]hept-2-yl)pyridin-2-yl)thio)-2-phenylacetamide